ClC=1C=C(C=CC1Cl)C1CCC(C2=CC=CC=C12)NC([C@H](C)NC(OC(C)(C)C)=O)=O tert-butyl ((2S)-1-((4-(3,4-dichlorophenyl)-1,2,3,4-tetrahydronaphthalen-1-yl)amino)-1-oxopropan-2-yl)carbamate